9,9'-(6'-(2-(9H-carbazol-9-yl)phenyl)-2''-(9H-carbazol-9-yl)-[1,1':2',1''-terphenyl]-3,5-diyl)bis(9H-pyrido[2,3-b]indole) C1=CC=CC=2C3=CC=CC=C3N(C12)C1=C(C=CC=C1)C=1C=CC=C(C1C1=CC(=CC(=C1)N1C2=C(C3=CC=CC=C13)C=CC=N2)N2C1=C(C3=CC=CC=C23)C=CC=N1)C1=C(C=CC=C1)N1C2=CC=CC=C2C=2C=CC=CC12